tert-butyl (3R)-4-{[3-fluoro-4-(trifluoromethoxy)phenyl]methyl}-3-(hydroxymethyl)piperazine-1-carboxylate FC=1C=C(C=CC1OC(F)(F)F)CN1[C@H](CN(CC1)C(=O)OC(C)(C)C)CO